C(N)(OC[C@@H](CC(C)(C)C)NC(=O)C=1C=NC2=C(C=CC=C2C1)C1=CCC(CC1)C(F)(F)F)=O ((2R)-tert-butyl 2-(8-(4-(trifluoromethyl) cyclohex-1-en-1-yl) quinoline-3-carboxamido) propyl) carbamate